2,4,6,8,10-pentapropyl-2,4,6,8,10-pentaallylcyclopentasiloxane C(CC)[Si]1(O[Si](O[Si](O[Si](O[Si](O1)(CC=C)CCC)(CC=C)CCC)(CC=C)CCC)(CC=C)CCC)CC=C